(Z)-(cyclooct-4-en-1-yloxy)trimethylsilane tert-butyl-1,4,6,7-tetrahydro-5H-pyrazolo[4,3-c]pyridine-5-carboxylate C(C)(C)(C)OC(=O)N1CC2=C(CC1)NN=C2.C2(CC\C=C/CCC2)O[Si](C)(C)C